3-(chloromethyl)-5-(methylsulfonyl)pyridine ClCC=1C=NC=C(C1)S(=O)(=O)C